N1(CCCCC1)C1CCN(CC1)C1=C(C=NC2=CC=C(C=C12)OC(F)(F)F)S(=O)(=O)C1=CC=C(C=C1)OCCCC 4-([1,4'-bipiperidin]-1'-yl)-3-((4-butoxyphenyl)sulfonyl)-6-(trifluoromethoxy)quinoline